5-(5-methyl-1-(2-(methylsulfonyl)ethyl)-1H-pyrazol-3-yl)-3-(1-(o-tolyl)cyclopropyl)-1,2,4-oxadiazole CC1=CC(=NN1CCS(=O)(=O)C)C1=NC(=NO1)C1(CC1)C1=C(C=CC=C1)C